(4-(((1r,4r)-4-methylcyclohexyl)amino)-2-(methylthio)pyrimidin-5-yl)methanol CC1CCC(CC1)NC1=NC(=NC=C1CO)SC